(aminomethyl)-4'-(trifluoromethyl)-[1,1'-biphenyl] NCC1=C(C=CC=C1)C1=CC=C(C=C1)C(F)(F)F